COC(C(C)OC1=CC(=C(C=C1)C1=NC(=NC(=N1)C1=CC=C(C=C1)C1=CC=CC=C1)C1=CC=C(C=C1)C1=CC=CC=C1)O)=O 2-[4-[4,6-bis([1,1'-biphenyl]-4-yl)-1,3,5-triazin-2-yl]-3-hydroxyphenoxy]-propionic acid methyl ester